tert-butyl 4-(2-(4-formyl-3-methylphenoxy)ethyl)piperazine-1-carboxylate C(=O)C1=C(C=C(OCCN2CCN(CC2)C(=O)OC(C)(C)C)C=C1)C